[N+](=O)(OC(C)(C)C)[O-] tertiary butyl nitrate